(4S,7R)-4-(3-hydroxyphenyl)-7-(2-methoxyphenyl)-2-methyl-5-oxo-1,4,5,6,7,8-hexahydroquinoline-3-carboxylic acid tetrahydrofuran-3-yl ester O1CC(CC1)OC(=O)C1=C(NC=2C[C@H](CC(C2[C@@H]1C1=CC(=CC=C1)O)=O)C1=C(C=CC=C1)OC)C